2-bromo-8,8-dimethyl-7,8-dihydro-6H-cyclopenta[e]pyrazolo[1,5-a]pyrimidine BrC1=NN2C(N=CC3=C2C(CC3)(C)C)=C1